2-Methoxy-4-methyl-N-(3-(1-(trifluoromethyl)cyclopropyl)propyl)-1H-imidazole-1-carboxamide COC=1N(C=C(N1)C)C(=O)NCCCC1(CC1)C(F)(F)F